ClC1=CC(=C(N=N1)CO)C (6-Chloro-4-methylpyridazin-3-yl)methanol